5-acetyl-1-(1-((2-(trimethylsilyl)ethoxy)methyl)-1H-pyrazol-4-yl)-4,6,7,8-tetrahydro-3H-9-oxa-2-thia-4-azabenzo[cd]azulen-3-one C(C)(=O)C=1NC(C=2SC(=C3OCCCC1C23)C=2C=NN(C2)COCC[Si](C)(C)C)=O